tert-butyl-1-(phenylmethyl-(methyl)amino)-2-methyl-1-oxo-prop-2-ylamine C(C)(C)(C)NC(C(=O)N(C)CC1=CC=CC=C1)(C)C